FC(CC1=C(NC2=CC=C(C=C12)C1CCN(CC1)C(C(=O)O)C)C1=CC(=NC(=C1)C)C)F 2-(4-(3-(2,2-difluoroethyl)-2-(2,6-dimethylpyridin-4-yl)-1H-indol-5-yl)piperidin-1-yl)propionic acid